CN1C(=NC2=C1C=C(C=C2C)C2=CC=C(C=C2)N2CCC(CC2)N(C)CC)C2=CC=C(C=C2)S(=O)(=O)C 1-(4-(1,4-Dimethyl-2-(4-(methylsulfonyl)phenyl)-1H-benzo[d]imidazol-6-yl)phenyl)-N-ethyl-N-methylpiperidin-4-amin